1-[4-(1-hydroxycyclopropyl)pyridin-2-yl]-N-(6-methoxy-1-methylindazol-7-yl)-N-{[2-(trimethylsilyl)ethoxy]methyl}pyrazole-4-sulfonamide OC1(CC1)C1=CC(=NC=C1)N1N=CC(=C1)S(=O)(=O)N(COCC[Si](C)(C)C)C=1C(=CC=C2C=NN(C12)C)OC